C12(CC(C1)C2)[C@H]2CC(N2C2=CC=1N(C=C2)C=CN1)=O (R)-4-(Bicyclo[1.1.1]pentan-1-yl)-1-(imidazo[1,2-a]pyridin-7-yl)azetidin-2-one